3,7-diamino-2,8-dimethyl-dibenzothiophene NC=1C(=CC2=C(SC3=C2C=C(C(=C3)N)C)C1)C